2-methyl-2,4,5,6-tetrahydropyrrolo[3,4-c]pyrazole hydrochloride salt Cl.CN1N=C2C(=C1)CNC2